(2'-amino-1,1'-biphenyl-2-yl)palladium (II) methanesulfonate CS(=O)(=O)[O-].NC1=C(C=CC=C1)C1=C(C=CC=C1)[Pd+]